ClC1=C(C(=O)N2COC3=C(C2)C=CC=C3C3=CC(=C(C(=O)O)C=C3F)N3C2COCC3CC2)C(=CC(=C1)N1CC(N(CC1)CCOC)(C)C)Cl 4-[3-[2,6-Dichloro-4-[4-(2-methoxyethyl)-3,3-dimethylpiperazin-1-yl]benzoyl]-2,4-dihydro-1,3-benzoxazin-8-yl]-5-fluoro-2-(3-oxa-8-azabicyclo[3.2.1]octan-8-yl)benzoic acid